[Si](C)(C)(C(C)(C)C)OCC1=CC2=NC=CC(=C2S1)C=1C=C(C=C2CCCN(C12)C1CC(N(C1)C(=O)OC(C)(C)C)C)Cl tert-butyl 4-(8-(2-(((tert-butyldimethylsilyl)oxy)methyl)thieno[3,2-b]pyridin-7-yl)-6-chloro-3,4-dihydroquinolin-1(2H)-yl)-2-methylpyrrolidine-1-carboxylate